hydroxyacetonyl-tetrahydropyrantriol OCC(CC1(OCCC(C1O)O)O)=O